ethyl 6-(1-(tert-butoxycarbonyl)azetidin-3-yl)-2,4-dimethylnicotinate C(C)(C)(C)OC(=O)N1CC(C1)C1=NC(=C(C(=O)OCC)C(=C1)C)C